C1NCC12CNC2 2,6-diaza-spiro[3.3]heptane